OCC(C)(C)NC1=NC(=CC(=N1)C=1C(=C(C(=O)N)C=CC1S(=O)(=O)C)N1CCC2(CC2)CC1)C (2-((1-hydroxy-2-methylpropan-2-yl)amino)-6-methylpyrimidin-4-yl)-4-(methylsulfonyl)-2-(6-azaspiro[2.5]oct-6-yl)benzamide